2,4-dichloro-5,6-difluoroquinazoline ClC1=NC2=CC=C(C(=C2C(=N1)Cl)F)F